C(C)(C)(C)C1=CC(=C(C(=C1)C(=O)O)O)C(=O)O 4-tert-butyl-2,6-dicarboxyl-phenol